1-((7-((1aS,7bR)-6-chloro-3-((S)-pyrrolidin-3-yl)-1a,2,3,7b-tetrahydro-1H-cyclopropa[c]quinolin-4-yl)thieno[3,2-b]pyridin-2-yl)methyl)pyrrolidine-2,5-dione, formic acid salt C(=O)O.ClC1=CC=2[C@H]3[C@@H](CN(C2C(=C1)C1=C2C(=NC=C1)C=C(S2)CN2C(CCC2=O)=O)[C@@H]2CNCC2)C3